1,1'-(butylphosphoryl)diaziridine C(CCC)P(=O)(N1CC1)N1CC1